1-tritylaziridine-2-carboxylic acid C(C1=CC=CC=C1)(C1=CC=CC=C1)(C1=CC=CC=C1)N1C(C1)C(=O)O